t-butyl (2R)-2-methyl-4-oxopiperidine-1-carboxylate C[C@H]1N(CCC(C1)=O)C(=O)OC(C)(C)C